C(C)(=O)N1C(CC1)CN1N=C2N(C(N(CC2=C1)C1CCN(CC1)C1=C(C=CC=C1C)F)=O)CC1=C(C=CC=C1)C(F)(F)F 2-(1-Acetyl-azetidin-2-ylmethyl)-5-[1-(2-fluoro-6-methyl-phenyl)-piperidin-4-yl]-7-(2-trifluoromethyl-benzyl)-2,4,5,7-tetrahydro-pyrazolo[3,4-d]pyrimidin-6-one